[6-(3-cyclopropyl-1H-1,2,4-triazol-5-yl)-2-azaspiro[3.3]heptan-2-yl]-[6-[fluoro-[6-(trifluoromethyl)pyridin-3-yl]methyl]-2-azaspiro[3.3]heptan-2-yl]methanone C1(CC1)C1=NNC(=N1)C1CC2(CN(C2)C(=O)N2CC3(C2)CC(C3)C(C=3C=NC(=CC3)C(F)(F)F)F)C1